NCCCNC(=O)C12CCC(CC1)(CC2)C(F)(F)C2=CC(=NC(=C2)N2CCN(CC2)S(=O)(=O)C2=CC=C(C=C2)N2C(C[C@H](C2)N)=O)Cl N-(3-aminopropyl)-4-[[2-chloro-6-[4-[4-[(4R)-4-amino-2-oxo-pyrrolidin-1-yl]phenyl]sulfonylpiperazin-1-yl]-4-pyridyl]-difluoro-methyl]bicyclo[2.2.2]octane-1-carboxamide